benzenetricarboxylic acid trihydrazide C1(=C(C(=CC=C1)C(=O)NN)C(=O)NN)C(=O)NN